N[C@H](C(=O)O)CS(=O)(=O)CCO (-)-(2R)-2-amino-3-(2-hydroxyethylsulfonyl)propanoic acid